C(C)(C)N1N=CC(=C1)C=1N(C=CC1)S(=O)(=O)C1=CC=C(C)C=C1 2-(1-isopropyl-1H-pyrazol-4-yl)-1-p-toluenesulfonyl-1H-pyrrole